(R)-6-(2,3-dichloro-6-hydroxyphenyl)-2-(1-isopropylpiperidin-4-yl)-2,5,6,7-tetrahydro-3H-pyrrolo[2,1-c][1,2,4]triazol-3-one ClC1=C(C(=CC=C1Cl)O)[C@H]1CC2=NN(C(N2C1)=O)C1CCN(CC1)C(C)C